C(C)OC(NC1=C(C=C(C=C1)CNC1=C(C(=CC=C1)Cl)Cl)N)=O {2-Amino-4-[(2,3-dichlorophenylamino)methyl]phenyl}carbamic acid ethyl ester